ClC=1C=C2C=C(NC2=CC1OCC1=NOC=C1)CNC(C(C)(C)C)=O N-((5-chloro-6-(isoxazol-3-ylmethoxy)-1H-indol-2-yl)methyl)pivalamide